2-(5-fluoro-6-methoxypyridin-3-yl)-7-(piperazin-1-yl)-4H-pyrido[1,2-a]pyrimidin-4-one FC=1C=C(C=NC1OC)C=1N=C2N(C(C1)=O)C=C(C=C2)N2CCNCC2